C=C(CCO)CCC=C 3-methylenehept-6-en-1-ol